O1C(=CC=C1)CNCC(=O)O N-(Furanylmethyl)glycin